bis(2,6-bis-tert-butylphenyl)-methyl phosphite P(OC(C1=C(C=CC=C1C(C)(C)C)C(C)(C)C)C1=C(C=CC=C1C(C)(C)C)C(C)(C)C)([O-])[O-]